ClC1=C(C=2N(C=C1)C(=NC2C)C2=CC(=CC=C2)S(=O)(=O)C)CO (7-chloro-1-methyl-3-(3-(methylsulfonyl)phenyl)imidazo[1,5-a]pyridin-8-yl)methanol